C1(=CC=CC=C1)[C@@H](C(=O)OC)NC(=O)C1(CC1)NC(=O)OCC1=CC=CC=C1 methyl (2S)-2-phenyl-[[1-(benzyloxycarbonylamino)cyclopropanecarbonyl]amino]acetate